2-amino-2-(3-chlorophenyl)acetonitrile NC(C#N)C1=CC(=CC=C1)Cl